2-(2,2-difluorocyclopropyloxy)acetaldehyde FC1(C(C1)OCC=O)F